1-(1-(3-chloro-2-fluorophenyl)-2,2-difluoroethyl)-N1-cyclopropylethane-1,2-diamine hydrochloride Cl.ClC=1C(=C(C=CC1)C(C(F)F)C(CN)NC1CC1)F